3-(4-(2,6-dimethylphenyl)-6-((1-methylcyclopropyl)ethynyl)pyridin-2-yl)propanoic acid CC1=C(C(=CC=C1)C)C1=CC(=NC(=C1)C#CC1(CC1)C)CCC(=O)O